C(C)S.[Li] lithium ethanethiol salt